3-benzyl-2,5,9-trimethyl-5,6-dihydro-4H-thieno[3,2-f][1,2,4]triazolo[4,3-a][1,4]diazepine C(C1=CC=CC=C1)C1=C(SC2=C1CN(CC=1N2C(=NN1)C)C)C